α-methyl-4-(1-methylethyl)-benzeneacetaldehyde CC(C=O)C1=CC=C(C=C1)C(C)C